N=1N(N=CC1)C1=C(C=C(C=N1)NC(=O)[C@@H]1C[C@@](C2=C1C=NC=1N2N=C(C1)F)(C1=NN(C=C1)C)C)C(F)(F)F cis-N-(6-(2H-1,2,3-triazol-2-yl)-5-(trifluoromethyl)pyridin-3-yl)-2-fluoro-8-methyl-8-(1-methyl-1H-pyrazol-3-yl)-7,8-dihydro-6H-cyclopenta[e]pyrazolo[1,5-a]pyrimidine-6-carboxamide